(S)-4-((6'-chloro-5-((1-methylpiperidin-4-yl)oxy)-[2,3'-bipyridin]-4'-yl)amino)butan-2-ol ClC1=CC(=C(C=N1)C1=NC=C(C=C1)OC1CCN(CC1)C)NCC[C@H](C)O